(R)-methyl 2-(1-(tert-butoxycarbonyl)piperidin-3-yl)-1-(cyclopropylmethyl)-7-(2-ethyl-6-methylpyridin-3-yl)-3-fluoro-1H-indole-5-carboxylate C(C)(C)(C)OC(=O)N1C[C@@H](CCC1)C=1N(C2=C(C=C(C=C2C1F)C(=O)OC)C=1C(=NC(=CC1)C)CC)CC1CC1